N(=[N+]=[N-])N=C(N(C)C)N(C)C azidotetramethylguanidine